C(C)OP(OCC)(=O)COC[C@]1(CN(CCC1)C1=NC=NC2=C(C=CC=C12)OC)C (R)-(((1-(8-methoxyquinazolin-4-yl)-3-methylpiperidin-3-yl)methoxy)methyl)phosphonic acid diethyl ester